3-(3-(4-methoxybenzyl)-2,4-dioxotetrahydropyrimidin-1(2H)-yl)benzo[d]isoxazole-5-carbaldehyde COC1=CC=C(CN2C(N(CCC2=O)C2=NOC3=C2C=C(C=C3)C=O)=O)C=C1